FC=1C=C(C(=O)NCC2CCC(CC2)N2N=C3C(C=NC(=C3)C3=CC=NC=C3)=C2)C=C(C1O)F 3,5-difluoro-4-hydroxy-N-({(1r,4r)-4-[6-(pyridin-4-yl)-2H-pyrazolo[4,3-c]pyridin-2-yl]cyclohexyl}methyl)benzamide